S(=O)(=O)(O)O.C(CCCCCCCCCCCCCCC)OCCCCCCCCCCCCCCCC mono-hexadecyl ether sulfate